CC1([C@@H](N2[C@H](S1)[C@@H](C2=O)NC=O)C(=O)[O-])C The molecule is a monocarboxylic acid anion that is the conjugate base of 6-formamidopenicillanic acid, formed by proton loss from the carboxy group. It is a penamcarboxylate and a monocarboxylic acid anion. It is a conjugate base of a 6-formamidopenicillanic acid.